N-[3-fluoro-4-[[6-(2-methoxyethoxy)-1,5-naphthyridin-4-yl]oxy]phenyl]-5-(4-fluorophenyl)-4-hydroxy-2,6-dimethylpyridine-3-carboxamide FC=1C=C(C=CC1OC1=CC=NC2=CC=C(N=C12)OCCOC)NC(=O)C=1C(=NC(=C(C1O)C1=CC=C(C=C1)F)C)C